N-(3-Chloro-4-fluorophenyl)-4-(5-hydroxy-5-(1-isopropyl-1H-pyrazol-5-yl)octahydropentalen-2-yl)-1,2-dimethyl-1H-imidazole-5-carboxamide ClC=1C=C(C=CC1F)NC(=O)C1=C(N=C(N1C)C)C1CC2CC(CC2C1)(C1=CC=NN1C(C)C)O